FC(C(=O)O)(F)F.NCCOCCOCCNC1=C2C(N(C(C2=CC=C1)=O)C1C(NC(CC1)=O)=O)=O 4-([2-[2-(2-aminoethoxy)ethoxy]ethyl]amino)-2-(2,6-dioxopiperidin-3-yl)-2,3-dihydro-1H-isoindole-1,3-dione trifluoroacetic acid salt